ClCCC[Si](OC(=C)C)(OC(=C)C)OC(=C)C chloropropyl-triisopropenoxysilane